methyl (Z)-3-hexenoate C(C\C=C/CC)(=O)OC